N=1N=C(C2=CC=CCC12)N 7H-indazol-3-amine